P(=O)(OC1=C(C=C(C=C1)Cl)C(NC1=CC(=CC(=C1)C(F)(F)F)C(F)(F)F)=O)([O-])[O-] 2-((3,5-bis(trifluoromethyl) phenyl) carbamoyl)-4-chlorophenyl phosphate